5-(2-ethoxypyridin-3-yl)-2-[(2R)-2-ethyl-4-[5-(trifluoromethyl)pyridine-2-carbonyl]piperazin-1-yl]-N-[(3R)-pyrrolidin-3-yl]benzamide C(C)OC1=NC=CC=C1C=1C=CC(=C(C(=O)N[C@H]2CNCC2)C1)N1[C@@H](CN(CC1)C(=O)C1=NC=C(C=C1)C(F)(F)F)CC